3-((tert-butyldimethylsilyl)oxy)bicyclo[3.1.0]Hexane-6-Formic acid ethyl ester C(C)OC(=O)C1C2CC(CC12)O[Si](C)(C)C(C)(C)C